3-methylquinazolin-4-one CN1C=NC2=CC=CC=C2C1=O